N1=CN=C(C=C1)N1N=CC2=CC=C(C=C12)OC1C=2C=CC(=CC2CCC1)C#N 5-((1-(Pyrimidin-4-yl)-1H-indazol-6-yl)oxy)-5,6,7,8-tetrahydronaphthalene-2-carbonitrile